2-hydroxy-N-methyl-5-(trifluoromethoxy)benzamide OC1=C(C(=O)NC)C=C(C=C1)OC(F)(F)F